2-(3,3-dimethylbutyl)-4-[6-(2,4-dimethylpyrazol-3-yl)pyridazin-3-yl]oxy-3,3a,4,5,6,6a-hexahydro-1H-cyclopenta[c]pyrrole CC(CCN1CC2C(C1)C(CC2)OC=2N=NC(=CC2)C=2N(N=CC2C)C)(C)C